[Cu](Cl)Cl.C(\C=C/C(=O)O)(=O)O maleic acid copper dichloride